C(C)(C)(C)C1=CC=2C(=NC(=CN2)C(CCC[C@@H](C(C)C)[C@H]2N(C(OC2)(C)C)C(=O)OC(C)(C)C)=O)N1C tert-butyl (4R)-4-[(1S)-5-(6-tert-butyl-5-methyl-pyrrolo[2,3-b]pyrazin-3-yl)-1-isopropyl-5-oxo-pentyl]-2,2-dimethyl-oxazolidine-3-carboxylate